(4-(4-((3-(3-(difluoromethyl)-1-(2-fluoroethyl)-1H-pyrazol-4-yl)imidazo[1,2-a]pyrazin-8-yl)amino)-2-ethylbenzoyl)piperazin-1-yl)(4-hydroxypiperidin-4-yl)methanone FC(C1=NN(C=C1C1=CN=C2N1C=CN=C2NC2=CC(=C(C(=O)N1CCN(CC1)C(=O)C1(CCNCC1)O)C=C2)CC)CCF)F